sodium laurylsulfate sarcosinate N(C)CC(=O)[O-].C(CCCCCCCCCCC)OS(=O)(=O)O.[Na+]